FC=1C(=NC=CC1)OC1=CC=C2C(=C(C(OC2=C1)=O)CC1=C(C(=NC=C1)NS(NC([2H])([2H])[2H])(=O)=O)F)C 7-[(3-fluoro-2-pyridyl)oxy]-3-[[3-fluoro-2-(trideuteriomethylsulfamoylamino)-4-pyridyl]methyl]-4-methyl-chromen-2-one